BrC1=CC=C(C=C1)C1=CC=C(C=C1)C1CC(C2=CC=CC=C2C1)C1=C(SC2=CC=CC=C2C1=O)O 3-[3-[4-(4-bromophenyl)phenyl]-1,2,3,4-tetrahydronaphthalen-1-yl]-2-hydroxythiochromen-4-one